uracil-5-glycolic acid N1C(=O)NC(=O)C(=C1)C(C(=O)O)O